(E)-3-(thiophen-3-yl)acrylate silver salt [Ag+].S1C=C(C=C1)/C=C/C(=O)[O-]